6-amino-7-(4-phenoxyphenyl)-9-[(3S)-1-prop-2-enoylpiperidin-3-yl]purin-8-one NC1=C2N(C(N(C2=NC=N1)[C@@H]1CN(CCC1)C(C=C)=O)=O)C1=CC=C(C=C1)OC1=CC=CC=C1